(1H-pyrazol-5-yl)-1H-benzo[d]imidazole N1N=CC=C1N1C=NC2=C1C=CC=C2